N=1N(N=CC1)C(C)(C)C1=NN(C(=C1)NC1=NC=C(C(=N1)NCCO)C(F)(F)F)C1CC1 2-((2-((3-(2-(2H-1,2,3-triazol-2-yl)propan-2-yl)-1-cyclopropyl-1H-pyrazol-5-yl)amino)-5-(trifluoromethyl)pyrimidin-4-yl)amino)ethanol